O1C(=CC=C1)C1=NC(=NC(=C1)N1N=NC2=C1C=CC(=C2)OC2=CC(=CC(=C2)COCCOC2OCCCC2)C)N 4-(furan-2-yl)-6-[5-(3-methyl-5-[[2-(oxan-2-yloxy)ethoxy]methyl]phenoxy)-1,2,3-benzotriazol-1-yl]pyrimidin-2-amine